4-bromo-6-((1-cyanocyclopropyl)methoxy)pyrazolo[1,5-a]pyridine-3-carbonitrile BrC=1C=2N(C=C(C1)OCC1(CC1)C#N)N=CC2C#N